CN(/C=C(\CC(=O)OCC)/C(=O)C1=CC=NC=C1)C ethyl (3E)-4-(dimethylamino)-3-[(E)-pyridine-4-carbonyl]but-3-enoate